CC1=NN2C(C=C(C=C2)B2OC(C(O2)(C)C)(C)C)=C1 2-Methyl-5-(4,4,5,5-tetramethyl-1,3,2-dioxaborolan-2-yl)pyrazolo[1,5-a]pyridine